1-[(2,3-dihydro-1-benzofuran-5-yl)methyl]-4-[3-(methoxymethyl)-1,2,4-oxadiazin-5-yl]-N-methylpyrrolidine-3-carboxamide O1CCC2=C1C=CC(=C2)CN2CC(C(C2)C=2N=C(NOC2)COC)C(=O)NC